bis(2,6-dimethoxybenzoyl)cyclohexylphosphine oxide COC1=C(C(=O)P(C2CCCCC2)(C(C2=C(C=CC=C2OC)OC)=O)=O)C(=CC=C1)OC